CCC[Si](Cl)(Cl)Cl gamma-propyl-trichlorosilane